CN1C(N(C2=C1C1=CC=CC=C1C=C2)N2C(CCCC2=O)=O)=O (1-methyl-2-oxo-1,2-dihydro-3H-naphtho[1,2-d]imidazol-3-yl)piperidine-2,6-dione